O(S(=O)(=O)C(F)(F)F)C1=C2CCCC2=CC=C1C1=CC(=NC=C1)F 5-(2-Fluoropyridin-4-yl)-2,3-dihydro-1H-inden-4-yl triflate